FC1=C(CNC(=O)C2CCN(CC2)C2=NC(=CC=C2)C(F)(F)F)C=CC(=C1C=1NC(C=C(N1)C(F)(F)F)=O)C(F)(F)F N-{2-fluoro-3-[6-oxo-4-(trifluoromethyl)-1,6-dihydropyrimidin-2-yl]-4-(trifluoromethyl)benzyl}-1-[6-(trifluoromethyl)pyridin-2-yl]piperidine-4-carboxamide